FC1=C(C=C2C=CC(N(C2=C1)C1=C(C=C(C(=C1)F)C=O)OC)=O)S(=O)(=O)N(CC1=CC=C(C=C1)OC)C1=NOC=C1 (P)-7-fluoro-1-(5-fluoro-4-formyl-2-methoxyphenyl)-N-(isoxazol-3-yl)-N-(4-methoxybenzyl)-2-oxo-1,2-dihydroquinoline-6-sulfonamide